5-{(3R)-1-[(1R)-2,2-difluorocyclopropyl(1H-1,2,4-triazol-5-yl)methyl]-5',6'-dihydrospiro[pyrrolidine-3,4'-pyrrolo[1,2-b]pyrazol]-2'-yl}-3-(trifluoromethyl)pyridin-2-amine FC1(C(C1)[C@@H](N1C[C@]2(CCN3N=C(C=C32)C=3C=C(C(=NC3)N)C(F)(F)F)CC1)C1=NC=NN1)F